ClC1=C(C2=C(S1)C1(C[C@@H](N(CC1)C(=O)OC(C)(C)C)C)OCC2O)Cl (2's)-tert-butyl 2,3-dichloro-4-hydroxy-2'-methyl-spiro[4,5-dihydrothieno[2,3-C]pyran-7,4'-piperidine]-1'-carboxylate